4-(spiro[2.5]oct-6-yloxy)-1H-1,2,3-triazole-5-carboxylic acid C1CC12CCC(CC2)OC=2N=NNC2C(=O)O